FO fluoroalcohol